(S)-[1-(1-methyl-2-oxo-5-phenyl-2,3-dihydro-1H-azepin-3-ylcarbamoyl)-ethyl]-carbamic acid tertbutyl ester C(C)(C)(C)OC(N[C@@H](C)C(NC1C(N(C=CC(=C1)C1=CC=CC=C1)C)=O)=O)=O